(1R,3S,5S)-N-(5-(4-chloro-2H-1,2,3-triazol-2-yl)-2-fluoro-4-(trifluoromethyl)phenyl)-3-methyl-1-(5-methyl-1,3,4-oxadiazol-2-yl)-6-azabicyclo[3.1.1]heptane-6-carboxamide ClC1=NN(N=C1)C=1C(=CC(=C(C1)NC(=O)N1[C@H]2C[C@@H](C[C@@]1(C2)C=2OC(=NN2)C)C)F)C(F)(F)F